FC=1C=2N(C=C(C1)C1=CNC=3N=C(N=CC31)N[C@@H]3CC[C@@H](CC3)OC(F)(F)F)C(=CN2)CO (8-fluoro-6-(2-((cis-4-(trifluoromethoxy)cyclohexyl)amino)-7H-pyrrolo[2,3-d]pyrimidin-5-yl)imidazo[1,2-a]pyridin-3-yl)methanol